NC1=NC=C2N(C(N(C2=N1)[C@@H]1O[C@@H]([C@@H]([C@H]1O)F)CO)=O)CC#C 2-amino-9-((2r,3S,4r,5r)-4-fluoro-3-hydroxy-5-(hydroxymethyl)tetrahydrofuran-2-yl)-7-(prop-2-yn-1-yl)-7,9-dihydro-8H-purin-8-one